C(#N)C1=NC=C(C(=C1C1=CC(=CC(=C1)F)F)N1C[C@H](CC1)NC(OC(C)(C)C)=O)C=O tert-butyl (S)-(1-(2-cyano-3-(3,5-difluorophenyl)-5-formylpyridin-4-yl)pyrrolidin-3-yl)carbamate